2-((1r,4r)-4-((6-chloro-5-(4'-((4-(2-(methylsulfonyl)ethyl)piperazin-1-yl)methyl)-[1,1'-biphenyl]-4-yl)-1H-imidazo[4,5-b]pyridin-2-yl)oxy)cyclohexyl)acetic acid ClC=1C=C2C(=NC1C1=CC=C(C=C1)C1=CC=C(C=C1)CN1CCN(CC1)CCS(=O)(=O)C)N=C(N2)OC2CCC(CC2)CC(=O)O